3-[(E)-3-[2-(Carboxymethoxy)-4-prop-2-enoxyphenyl]-3-oxoprop-1-enyl]benzoic acid C(=O)(O)COC1=C(C=CC(=C1)OCC=C)C(/C=C/C=1C=C(C(=O)O)C=CC1)=O